FC(C(=O)O)(F)F.O1CCN(CC1)CC1(C[C@H]2CC[C@@H](C1)N2)O (1R,3r,5S)-3-(morpholinomethyl)-8-azabicyclo[3.2.1]octan-3-ol trifluoroacetate